(R)-1-(1-(6,7-difluoro-1-oxo-1,2-dihydroisoquinolin-4-yl)ethyl)-3-(4-fluorobenzyl)-1-methylurea FC=1C=C2C(=CNC(C2=CC1F)=O)[C@@H](C)N(C(=O)NCC1=CC=C(C=C1)F)C